C(C)C=1C=NC2=CC(=CN=C2C1)CN1CCN(CC1)C=1N=CC=2N(C1)C=C(N2)CC 3-Ethyl-7-((4-(2-ethylimidazo[1,2-a]pyrazin-6-yl)piperazin-1-yl)methyl)-1,5-naphthyridine